silane compound with phosphoric acid P(O)(O)(O)=O.[SiH4]